Methyl ((2-(1-(but-3-en-1-yl)-1H-pyrazol-3-yl)-4-methylphenyl)sulfonyl)-L-prolinate C(CC=C)N1N=C(C=C1)C1=C(C=CC(=C1)C)S(=O)(=O)N1[C@@H](CCC1)C(=O)OC